methyl 2-fluoro-5-[[3-[6-(methoxycarbonyl-amino)-3-pyridyl]-8-methyl-imidazo[1,2-a]pyridine-6-carbonyl]-methyl-amino]benzoate FC1=C(C(=O)OC)C=C(C=C1)N(C)C(=O)C=1C=C(C=2N(C1)C(=CN2)C=2C=NC(=CC2)NC(=O)OC)C